1-(3,3-Difluoroazetidin-1-yl)-2-[6-(4-methyl-2-thienyl)pyrazolo[4,3-b]pyridin-1-yl]ethanone FC1(CN(C1)C(CN1N=CC2=NC=C(C=C21)C=2SC=C(C2)C)=O)F